N1=C(C=CC=2CCCNC12)CCCCNC=O N-(4-(5,6,7,8-tetrahydro-1,8-naphthyridin-2-yl)butyl)formamide